CSC1=C(C2=CC=CC=C2C=C1)B(O)O (2-(methylthio)naphthalen-1-yl)boronic acid